ethyl (R)-2-bromo-4-methylpentanoate Br[C@@H](C(=O)OCC)CC(C)C